(R)-4-(8-(3-aminopiperidin-1-yl)-3-(1-(2-hydroxy-2-methylpropyl)-1H-benzo[d][1,2,3]triazol-5-yl)imidazo[1,2-a]pyrazin-2-yl)-2-fluorobenzonitrile N[C@H]1CN(CCC1)C=1C=2N(C=CN1)C(=C(N2)C2=CC(=C(C#N)C=C2)F)C2=CC1=C(N(N=N1)CC(C)(C)O)C=C2